ClC1=C(C=CC(=N1)C(=O)NC)N1CCN(CC1)CC=1C(=C2NC(C(=NC2=CC1)C(F)(F)F)=O)F 6-chloro-5-[4-[[5-fluoro-3-oxo-2-(trifluoromethyl)-4H-quinoxalin-6-yl]methyl]piperazin-1-yl]-N-methyl-pyridIne-2-carboxamide